NC=1C(=C2C(=NC1)N(C=C2)S(=O)(=O)C2=CC=C(C)C=C2)NN2CCC(CC2)CC#N 2-(1-((5-amino-1-p-toluenesulfonyl-1H-pyrrolo[2,3-b]pyridin-4-yl)amino)piperidin-4-yl)acetonitrile